O1C(=CC=C1)C1=NC(=NC(=C1)N1N=NC2=C1C=CC(=C2)OC=2C=NNC2)N 4-(furan-2-yl)-6-[5-(1H-pyrazol-4-yloxy)-1,2,3-benzotriazol-1-yl]pyrimidin-2-amine